4,6-heptadecanediyn-3,9,10-triol CCC(C#CC#CCC(C(CCCCCCC)O)O)O